COC([C@@H](CC=1C=C(C=C(C1)CP(=O)(O)O)C1=CC=C(C=C1)Cl)N)=O |r| (+/-)-α-amino-3-(4'-chloro-5-phosphonomethyl-[1,1'-biphenyl]-3-yl)propanoic acid methyl ester